C[O-].C[O-].C[O-].C[O-].[Sn+4] tin tetramethoxide